C(C1=CC=CC=C1)OC=1C=C2CCNC(C2=CC1OC)\C=C\C1=C(C=C(C=C1)C=1C=NN(C1)C)C 6-(benzyloxy)-7-methoxy-1-{(E)-2-[2-methyl-4-(1-methyl-1H-pyrazol-4-yl)phenyl]ethenyl}-1,2,3,4-tetrahydroisoquinoline